IC=1C=C(C(=O)NC2=C(C(=CC=C2)N2C=NC(=C2)C)C(F)(F)F)C=CC1C 3-iodo-4-methyl-N-(3-(4-methyl-1H-imidazol-1-yl)(trifluoromethyl)phenyl)benzamide